O=C1N(C[C@@H]2N1CCNC2)C=2C=C1CN3[C@@H](C1=CC2)CN(C[C@H]3C)C3=C2C=CC=NC2=C(C=C3)C#N 5-[(4R,10bS)-8-[(8aR)-3-oxo-1,5,6,7,8,8a-hexahydroimidazo[1,5-a]pyrazin-2-yl]-4-methyl-3,4,6,10b-tetrahydro-1H-pyrazino[2,1-a]isoindol-2-yl]quinoline-8-carbonitrile